2-(4-(2-amino-3-(3-methoxy-4-((4-methoxybenzyl)oxy)benzyl)-3H-imidazo[4,5-b]pyridin-6-yl)-1H-pyrazol-1-yl)acetic acid NC1=NC=2C(=NC=C(C2)C=2C=NN(C2)CC(=O)O)N1CC1=CC(=C(C=C1)OCC1=CC=C(C=C1)OC)OC